C(C1=CC=CC=C1)C(CN(C([O-])=O)C)[C@@H]1CN(CCO1)CCCC1=CC=CC=2N(C(N(C21)C)=O)C2C(NC(CC2)=O)=O 2-Benzyl(2-((2R)-4-(3-(1-(2,6-dioxopiperidin-3-yl)-3-methyl-2-oxo-2,3-dihydro-1H-benzo[d]imidazol-4-yl)propyl)morpholin-2-yl)ethyl)(methyl)carbamate